C(C)(=O)O[C@H]1[C@@H](SC=2C=NC=C(C2)Cl)O[C@@H]([C@@H]([C@@H]1N=[N+]=[N-])OC(C)=O)COC(C)=O 5-Chloropyridin-3-yl 2,4,6-Tris-O-acetyl-3-azido-3-deoxy-1-thio-α-D-galactopyranoside